OC1=C2C=CC(OC2=CC(=C1OC)O)=O 5,7-dihydroxy-6-methoxycoumarin